FC(OC1=C(C=CC=C1)NS(=O)(=O)C1=CC=C(C=C1)CNC(=O)C1=CC=2C=NC=CC2N1)(F)F N-[(4-{[2-(trifluoro-methoxy)phenyl]sulfamoyl}phenyl)methyl]-1H-pyrrolo[3,2-c]pyridine-2-carboxamide